C(CC#CCCCC)OC(CCC(=O)OCCCCCCCN(CCO)CCCCCCCOC(CCC(OCCCC\C=C/CC)OCCCC\C=C/CC)=O)OCCC#CCCCC 7-((7-((4,4-bis(((Z)-oct-5-en-1-yl)oxy)butanoyl)oxy)heptyl)(2-hydroxyethyl)amino)heptyl 4,4-bis(oct-3-yn-1-yloxy)butanoate